O=C1NC(CCC1N1C=C2C(=CC=C(C2=C1)F)SCCCCCCCNC1CC2(C1)CCC2)=O 2-(2,6-dioxopiperidin-3-yl)-4-fluoro-7-((7-(spiro[3.3]heptan-2-ylamino)heptyl)thio)isoindole